N4-(4-aminophenyl)-N2-(3-methoxy-5-(methylsulfonyl)phenyl)pyrimidine-2,4-diamine NC1=CC=C(C=C1)NC1=NC(=NC=C1)NC1=CC(=CC(=C1)S(=O)(=O)C)OC